BrC1=CC=C(C=C1)C(C(F)(F)F)(C(F)F)O 2-(4-bromophenyl)-1,1,1,3,3-pentafluoropropane-2-ol